ClC1=NC=C(C(=N1)N1N=C(C(=C1)C=O)C1=CC=CC=C1)C 1-(2-chloro-5-methylpyrimidin-4-yl)-3-phenyl-1H-pyrazole-4-carbaldehyde